OC1=C(C=C(CNC=O)C=C1)OC N-(4-hydroxy-3-methoxybenzyl)formamide